bromo-1-(2-(4,4-difluoropiperidin-1-yl)ethyl)-1H-pyrrolo[3,2-c]pyridine BrC1=CC=2C=NC=CC2N1CCN1CCC(CC1)(F)F